1-(4-cyanophenyl)-1H-pyrazol-3-one C(#N)C1=CC=C(C=C1)N1NC(C=C1)=O